C(C1=CC=CC=C1)NC1=NC=CC=C1 benzylaminopyridine